3-[N,N-dimethyl(3-myristoylaminopropyl)-ammonio]propanesulfonate C[N+](C)(CCCS(=O)(=O)[O-])CCCNC(CCCCCCCCCCCCC)=O